(E)-4-(2-fluoroethoxy)-2-hydroxy-3-(3-methylbut-2-en-1-yl)-6-(4-(trifluoromethyl)styryl)benzoic acid FCCOC1=C(C(=C(C(=O)O)C(=C1)\C=C\C1=CC=C(C=C1)C(F)(F)F)O)CC=C(C)C